1-[5-ethylsulfonyl-6-[1-methyl-5-(trifluoromethylsulfanyl)benzimidazol-2-yl]-3-pyridinyl]cyclopropanecarbonitrile C(C)S(=O)(=O)C=1C=C(C=NC1C1=NC2=C(N1C)C=CC(=C2)SC(F)(F)F)C2(CC2)C#N